((R)-tetrahydrofuran-2-yl)methyl (S)-3-hydroxy-2-(1-hydroxy-7-methyl-1,3-dihydrobenzo[c][1,2]oxaborole-6-carboxamido)-3-methylbutanoate OC([C@@H](C(=O)OC[C@@H]1OCCC1)NC(=O)C=1C=CC2=C(B(OC2)O)C1C)(C)C